4-methyl-2-(6-(pyrrolidin-1-yl)pyridin-3-yl)thiazol CC=1N=C(SC1)C=1C=NC(=CC1)N1CCCC1